ClC1=NC=C(C=N1)C(=O)NC=1C(=NC=CC1C1=C(C=CC(=C1)F)F)C1CCC(CC1)(F)F 2-chloro-N-(2-(4,4-difluorocyclohexyl)-4-(2,5-difluorophenyl)pyridin-3-yl)pyrimidine-5-carboxamide